CNCCC[Si](OC)(OC)OC N-methyl-3-(trimethoxysilyl)-1-propylamine